[N+](=O)([O-])C1=CC(=C(C=C1)OCCC1=CC=CC=C1)C(F)(F)F 4-nitro-1-phenethyloxy-2-(trifluoromethyl)benzene